N'-(6-chloro-1-(4-fluorobenzyl)-1-oxido-3-oxo-3H-1λ4-benzo[d]isothiazol-5-yl)-N-ethyl-N-methylformimidamide ClC1=CC2=C(C(NS2([O-])CC2=CC=C(C=C2)F)=O)C=C1N=CN(C)CC